CC=1N=C(SC1S(=O)(=O)N1CCN(CC1)C[C@H](C)NC1=NC=NC2=C(C=CC=C12)[N+](=O)[O-])NC(OC)=O methyl N-[4-methyl-5-({4-[(2S)-2-[(8-nitroquinazolin-4-yl)amino]propyl]piperazin-1-yl} sulfonyl)-1,3-thiazol-2-yl]carbamate